(methylthio)pyrido[3,2-e][1,2,4]triazin-5(8H)-one trifluoroacetate FC(C(=O)O)(F)F.CSC=1N=NC2=C(N1)C(C=CN2)=O